ClC=1C(=NC(=NC1)N[C@H]1[C@@H]([C@@H]2[C@H](O[C@H](C1)O2)CO)O)C=2C=C(C1=C(N(C(=N1)C(C)(C)O)C(C)C)C2)F (1R,2S,3R,5S,7R)-3-((5-chloro-4-(4-fluoro-2-(2-hydroxypropan-2-yl)-1-isopropyl-1H-benzo[d]imidazol-6-yl)pyrimidin-2-yl)amino)-7-(hydroxymethyl)-6,8-dioxabicyclo[3.2.1]octan-2-ol